selenious chloride [Se](=O)(Cl)Cl